ClC1=C(C(=CC(=C1)F)Cl)NC=1N(C2=NC(=NC=C2N1)N[C@H](CO)C)C1CCC(CC1)(C(=O)N)C (1R,4s)-4-(8-(2,6-dichloro-4-fluorophenylamino)-2-((S)-1-hydroxypropan-2-ylamino)-9H-purin-9-yl)-1-methylcyclohexanecarboxamide